C(CCCCC)[SH-]C([S-])=S S'-hexyltrithiocarbonate